1-((1R,4R,5S)-2-azabicyclo[2.1.1]hexan-5-yl)-7-(2,3-dichloro-5-hydroxyphenyl)-4-ethoxy-6-fluoro-2-((4-isopropyl-2-oxopiperazin-1-yl)methyl)-1H-pyrrolo[3,2-c]quinolin [C@H]12NC[C@H]([C@@H]1N1C(=CC=3C(=NC=4C(=C(C=CC4C31)C3=C(C(=CC(=C3)O)Cl)Cl)F)OCC)CN3C(CN(CC3)C(C)C)=O)C2